tert-butyl (2-methyl-3-oxobutan-2-yl)carbamate CC(C)(C(C)=O)NC(OC(C)(C)C)=O